2-(4-(bromomethyl)phenyl)-N-butylacetamide BrCC1=CC=C(C=C1)CC(=O)NCCCC